C(C)(C)(C)C1=C(C(=NN1CC)CCC)O 5-tert-Butyl-1-ethyl-4-hydroxy-3-n-propyl-pyrazol